[N+](=O)([O-])C1=CC=C(OCCOCCOCCOCCOCCOCCOCCOCCOCCOCCOCCOCCOCCO)C=C1 38-(4-nitrophenoxy)-3,6,9,12,15,18,21,24,27,30,33,36-dodecaoxaoctatriacontan-1-ol